4-methyl-2-(2-pyrazinyl)-7-(tetrahydro-2-furanylmethyl)-5,7-dihydro-6H-pyrrolo[2,3-d]pyrimidin-6-one CC=1C2=C(N=C(N1)C1=NC=CN=C1)N(C(C2)=O)CC2OCCC2